C(C)(C)(C)OCCCCCC[Si](NC(C)(C)C)(C)Cl 1-(6-(tert-butoxy)hexyl)-N-(tert-butyl)-1-chloro-1-methyl-silaneamine